trimethyl(2-(((5-(4,4,5,5-tetramethyl-1,3,2-dioxaborolan-2-yl)-2,3-dihydrobenzofuran-4-yl)oxy)methoxy)ethyl)silane C[Si](CCOCOC1=C(C=CC2=C1CCO2)B2OC(C(O2)(C)C)(C)C)(C)C